Benzyl ((2-(methoxymethyl)-8,11-dioxadispiro[3.2.47.24]tridecan-2-yl)methyl)carbamate COCC1(CC2(C1)CCC1(OCCO1)CC2)CNC(OCC2=CC=CC=C2)=O